C1(CCCCC1)C=CC=1N=C(SC1)NC(=O)C=1N(C=CC1)CC1=CC=NC=C1 N-(4-(2-cyclohexylvinyl)thiazol-2-yl)-1-(pyridin-4-ylmethyl)-1H-pyrrole-2-carboxamide